C1(CC1)[C@@H](C)NC=1N=CC2=C(N1)NC=C2C2=CC=C1C(=N2)N(C(=N1)C)CC(F)F (R)-N-(1-cyclopropylethyl)-5-(3-(2,2-difluoroethyl)-2-methyl-3H-imidazo[4,5-b]pyridin-5-yl)-7H-pyrrolo[2,3-d]pyrimidin-2-amine